N1N=NC=C1CCN1CC2=C(NC=3C=CC(=CC23)C)CC1 2-(2-(1H-1,2,3-Triazol-5-yl)ethyl)-8-methyl-2,3,4,5-tetrahydro-1H-pyrido[4,3-b]indole